(S)-N-(4-((2-(1,1-difluoroethyl)-6-methylpyrimidin-4-yl)amino)-5-((2,2-dimethyl-1,3-dioxolan-4-yl)methoxy)pyridin-2-yl)acetamide FC(C)(F)C1=NC(=CC(=N1)NC1=CC(=NC=C1OC[C@@H]1OC(OC1)(C)C)NC(C)=O)C